C(C)(C)(C)OC(=O)[C@]1(C[C@H](NCC1)C)CC1=NC(=CC(=C1F)C)NC1=NN(C(=C1)C)C(C)(C)C tert-butyl-(2R,4R)-4-((6-((1-(tert-butyl)-5-methyl-1H-pyrazol-3-yl) amino)-3-fluoro-4-methylpyridin-2-yl) methyl)-2-methylpiperidine-4-carboxylate